C1(=CC=CC=C1)[C@H]1N=C(OC1)C=1C(=NC=C(C1)C=1OC[C@H](N1)C1=CC=CC=C1)CC(CC(=O)SCCNC(CCNC([C@@H](C(COP(OP(OC[C@@H]1[C@H]([C@H]([C@@H](O1)N1C=NC=2C(N)=NC=NC12)O)OP(=O)(O)O)(=O)O)(=O)O)(C)C)O)=O)=O)=O 3,5-bis((R)-4-phenyl-4,5-dihydro-oxazol-2-yl)pyridineAcetoacetyl-Coenzyme A